ClC=1C=C(C=CC1)S(=O)(=O)N 3-chloro-benzenesulfonamide